3-[[6-[3-(Difluoromethoxy)-4-fluoro-phenyl]pyrazin-2-yl]methyl]-5,5-dimethyl-oxazolidin-2-one FC(OC=1C=C(C=CC1F)C1=CN=CC(=N1)CN1C(OC(C1)(C)C)=O)F